6-UNDECANOL CCCCCC(CCCCC)O